12-(((4,4-bis(((Z)-oct-5-en-1-yl)oxy)butanoyl)oxy)methyl)-4,9,15-trioxo-6-propyl-1-(pyrrolidin-1-yl)-5,10,14-trioxa-3-azahenicosan-21-yl-2-butyloctanoate C(CCC\C=C/CC)OC(CCC(=O)OCC(COC(CCC(OC(NCCN1CCCC1)=O)CCC)=O)COC(CCCCCCOC(C(CCCCCC)CCCC)=O)=O)OCCCC\C=C/CC